3-chloro-5-(trifluoromethyl)pyridine-2-formamide ClC=1C(=NC=C(C1)C(F)(F)F)C(=O)N